C(#N)C1=C(C=C(C=C1)C1=C(C(=CC(=N1)N1CCC(CC1)NC(OC(C)(C)C)=O)OC)C1=CC(=C(C=C1)OC)F)F tert-butyl (1-(6-(4-cyano-3-fluorophenyl)-5-(3-fluoro-4-methoxyphenyl)-4-methoxypyridin-2-yl)piperidin-4-yl)carbamate